ClC1=C(C(=NC(=N1)SC)NCC)N 6-chloro-N4-ethyl-2-(methylthio)pyrimidine-4,5-diamine